OCC1CC=2C1=CC=CC2 1-hydroxymethyl-benzocyclobutene